N[C@H]1CN(C[C@@H](C1)F)C(=O)C1=CC2=C(N(C(=N2)C=2N(C3=CC=CC=C3C2)CC2CC2)CC2CN(C2)C(=O)C2=CC=C(C#N)C=C2)C(=C1)OC 4-[3-({5-[(3R,5R)-3-amino-5-fluoropiperidine-1-carbonyl]-2-[1-(cyclopropylmethyl)-1H-indol-2-yl]-7-methoxy-1H-1,3-benzodiazol-1-yl}methyl)azetidine-1-carbonyl]benzonitrile